NC1=NC=2C=CC=CC2C2=C1N=C(N2C[C@H](C)O[P@](=O)(OC2=CC=CC1=CC=CC=C21)N[C@@H](C)C(=O)OC(C)C)COCC isopropyl ((S)-(((S)-1-(4-amino-2-(ethoxymethyl)-1H-imidazo[4,5-c]quinolin-1-yl) propan-2-yl) oxy) (naphth-1-yloxy) phosphoryl)-L-alaninate